N[C@H](CC=1C=C2C(=NC(=NN2C1Br)Cl)NCC=1SC=CC1)COC([2H])([2H])[2H] (R)-6-(2-amino-3-(methoxy-d3)propyl)-7-bromo-2-chloro-N-(thiophen-2-ylmethyl)pyrrolo[2,1-f][1,2,4]triazin-4-amine